C(C)(C)(C)C1N(CCC(C1)(CC1=CC=C(C=C1)CC)C#N)C(=O)OC[C@H]1CNCCC1 (R)-(piperidin-3-yl)methanol tert-butyl-4-cyano-4-(4-ethylbenzyl)piperidine-1-carboxylate